1-(2,3-dichloro-4-(2-oxo-2-(1H-pyrazolo[4,3-b]pyridin-1-yl)ethoxy)phenyl)-2-methylenebutan-1-one ClC1=C(C=CC(=C1Cl)OCC(N1N=CC2=NC=CC=C21)=O)C(C(CC)=C)=O